C(C=C)(=O)OCC(COCC(COC(C=C)=O)O)O bis(3-acryloyloxy-2-hydroxypropyl)ether